2-((1,6-naphthyridine-8-carboxamido)methyl)-3,5-dichlorobenzofuran-7-carboxylic acid N1=CC=CC2=CN=CC(=C12)C(=O)NCC=1OC2=C(C1Cl)C=C(C=C2C(=O)O)Cl